4-(2-((1-acetyl-3-methylazetidin-3-yl)methoxy)-4-(3,8-diazabicyclo[3.2.1]octan-3-yl)-8-fluoro-6-(trifluoromethyl)quinazolin-7-yl)-2-amino-7-fluorobenzo[b]thiophene-3-carbonitrile C(C)(=O)N1CC(C1)(C)COC1=NC2=C(C(=C(C=C2C(=N1)N1CC2CCC(C1)N2)C(F)(F)F)C2=CC=C(C=1SC(=C(C12)C#N)N)F)F